C(CCCCCCCCCCC)(=O)N[C@@H](CCC(=O)O)C(=O)O.C(CCCCC)C(CCCCCCCCC)O hexyl-decanol lauroyl-glutamate